C(=O)O.C(C(C)N)N 1,2-propylenediamine monoformate